(2S,3R,4R,5S)-2-(hydroxymethyl)-1-((4-methyl-1-phenylpiperidin-4-yl)methyl)piperidine-3,4,5-triol OC[C@@H]1N(C[C@@H]([C@H]([C@@H]1O)O)O)CC1(CCN(CC1)C1=CC=CC=C1)C